ClC1=CC=C2C=CN(C2=C1C(F)F)S(=O)(=O)C1=CC=CC=C1 6-chloro-7-(difluoromethyl)-1-(benzenesulfonyl)-1H-indole